O[C@@H]1[C@H](O)[C@@H](O)[C@H](O[C@H]2[C@H](O)[C@@H](O)[C@@H](O)[C@H](O2)CO)[C@H](O1)CO Alpha-D-lactose